C(=O)C1CCN(CC1)C1=CC=CC(=N1)C(=O)N 6-(4-formylpiperidin-1-yl)picolinamide